2-(4-cyclopropyl-6-methoxypyrimidin-5-yl)-N-((6-methyl-2-(trifluoromethyl)-5,6-dihydroimidazo[2,1-a]isoquinolin-8-yl)methyl)imidazo[2,1-f][1,2,4]triazin-4-amine C1(CC1)C1=NC=NC(=C1C1=NN2C(C(=N1)NCC=1C=C3C(CN4C(C3=CC1)=NC(=C4)C(F)(F)F)C)=NC=C2)OC